(E)-N'-cyano-N-((1,2,3,5,6,7-hexahydro-s-indacen-4-yl)carbamoyl)-2-(2-methylisoindolin-1-yl)ethene-1-sulfonimidamide C(#N)N=S(=O)(NC(NC1=C2CCCC2=CC=2CCCC12)=O)\C=C\C1N(CC2=CC=CC=C12)C